3-[1-isopropyl-3-methyl-7-[(1-methylpyrazol-4-yl)methylamino]pyrazolo[4,3-b]pyridin-5-yl]oxazolidin-2-one C(C)(C)N1N=C(C2=NC(=CC(=C21)NCC=2C=NN(C2)C)N2C(OCC2)=O)C